COCCOC1=CC=CC2=C3N(N=C12)C1C(N2C3=CC(C(=C2)C(=O)O)=O)C(CC1)(C)C 12-(2-methoxyethoxy)-3,3-dimethyl-7-oxo-2,3,3a,14a-tetrahydro-1H,7H-cyclopenta[5,6]pyrido[2',1':3,4]pyrazino[1,2-b]indazole-6-carboxylic acid